O[B-]1([C@@H]2C[C@@H]2C2=CC=C(C(=C2O1)C(=O)O)OC1CN(C1)C(CC=1N=CNC1)=O)O (2S,4R)-5,5-dihydroxy-9-{1-[(1H-imidazol-4-yl)acetyl]azetidin-3-yl}oxy-6-oxa-5-boranuidatricyclo[5.4.0.02,4]undeca-1(11),7,9-triene-8-carboxylic acid